CC1=C(C(=O)NC2=CC=C(C=C2)N2C3=C(NCC=C2)C2=CC=CC=C2C=C3)C=C(C=C1)C 5-[4-(2,5-dimethylbenzoylamino)phenyl]-1H-naphtho[1,2-b][1,4]diazepine